C(C)(C)(C)OC(=O)N1C[C@H](OC2=C(C1)C=C1CCCC1=C2)CC (R)-2-ethyl-2,3,5,7,8,9-hexahydro-4H-indeno[5,6-f][1,4]oxazepine-4-carboxylic acid tert-butyl ester